FC(C(=O)O)(F)F.FC(C(=O)O)(F)F.ClC=1C=C(C(=O)NC2=CC(=C(C=C2)NC(C2=NC=CC=C2)=N)Cl)C=CC1NC(C1=NC=CC=C1)=N 3-chloro-N-(3-chloro-4-(picolinimidamido)phenyl)-4-(picolinimidamido)benzamide di-trifluoroacetate